4-tert-Butylphenylmethanol C(C)(C)(C)C1=CC=C(C=C1)CO